N-(2-hydroxyethyl)-4-(2-(1-(2-(methylthio)propionyl)piperidin-2-yl)-1H-imidazol-4-yl)benzenesulfonamide OCCNS(=O)(=O)C1=CC=C(C=C1)C=1N=C(NC1)C1N(CCCC1)C(C(C)SC)=O